2-(1-(4-Amino-3-(3-methyl-1H-indazol-6-yl)-1H-pyrazolo[3,4-d]pyrimidin-1-yl)ethyl)-3-(3-Fluorophenyl)-4H-chromen-4-one NC1=C2C(=NC=N1)N(N=C2C2=CC=C1C(=NNC1=C2)C)C(C)C=2OC1=CC=CC=C1C(C2C2=CC(=CC=C2)F)=O